isopropyl (S)-6-diazo-2-((2S,3S)-3-methoxy-2-methylbutanamido)-5-oxohexanoate [N+](=[N-])=CC(CC[C@@H](C(=O)OC(C)C)NC([C@H]([C@H](C)OC)C)=O)=O